ClC1=CC2=C(N=C3N2[C@H]2C4=C(C(N([C@@H]3C2)C[2H])=O)C=CC=C4OC(F)F)C=C1 (7R,14R)-11-chloro-1-(difluoromethoxy)-6-(methyl-d)-6,7-dihydro-7,14-methanobenzo[f]benzo[4,5]imidazo[1,2-a][1,4]diazocin-5(14H)-one